N-[(1S)-2-[[(1S)-2-amino-1-[(4-chloro-2-oxo-indolin-3-yl)methyl]-2-oxo-ethyl]amino]-1-(cyclopropylmethyl)-2-oxo-ethyl]-4-methoxy-1H-indole-2-carboxamide NC([C@H](CC1C(NC2=CC=CC(=C12)Cl)=O)NC([C@H](CC1CC1)NC(=O)C=1NC2=CC=CC(=C2C1)OC)=O)=O